ClC1=CC=C2C(=N1)NC(=N2)C(C2=C(C=CC=C2)O)N2C(C1=CC=CC=C1C2)=O ((5-chloro-3H-imidazo[4,5-b]pyridin-2-yl)(2-hydroxyphenyl)methyl)isoindolin-1-one